CC1=C(C=C(C=C1)S(F)(F)(F)(F)F)[N+](=O)[O-] 1-methyl-2-nitro-4-(pentafluorosulfanyl)benzene